ClC=1C=C(CNC2=NC=C(C(=O)N[C@H]3COC4=CC(=CC=C4C3)N3CCNCC3)C=C2)C=CC1 (R)-6-((3-chlorobenzyl)amino)-N-(7-(piperazin-1-yl)chroman-3-yl)nicotinamide